(4aS,7aS,12bS)-3-(cyclopropylmethyl)-4a-hydroxy-7-methylene-2,3,4,4a,5,6,7,7a-octahydro-1H-4,12-methanobenzofuro[3,2-e]isoquinolin-9-yl 3-cyclopentylpropanoate C1(CCCC1)CCC(=O)OC1=CC=C2C3=C1O[C@@H]1[C@]34CCN(C([C@@]4(CCC1=C)O)C2)CC2CC2